C(C)(C)(C)OC([C@@H](NC(=O)OCC1=CC=CC=C1)CO)=O N-Cbz-serine t-butyl ester